cis-3-methyl-3-((3,4,5-trifluorobenzyl)oxy)cyclobutan-1-amine hydrochloride Cl.CC1(CC(C1)N)OCC1=CC(=C(C(=C1)F)F)F